3,5-difluoro-N-(2-methoxy-5-(4,4,5,5-tetramethyl-1,3,2-dioxaborolan-2-yl)pyridine-3-yl)pyridine-4-sulfonamide FC=1C=NC=C(C1S(=O)(=O)NC=1C(=NC=C(C1)B1OC(C(O1)(C)C)(C)C)OC)F